(S)-4-phenyl-1,2,3-oxathiazolidine-3-carboxylic acid tert-butyl ester 2,2-dioxide C(C)(C)(C)OC(=O)N1S(OC[C@@H]1C1=CC=CC=C1)(=O)=O